N-{1-[2-(4-ethyl-5-oxo-2-tetrazolin-1-yl)ethyl]-4-methoxymethyl-4-piperidyl}propionanilide C(C)N1N=NN(C1=O)CCN1CCC(CC1)(COC)N(C1=CC=CC=C1)C(CC)=O